(3-(2-aminoquinazolin-6-yl)-2,4-difluorophenyl)-2,3-dihydro-1H-indene-5-sulfonamide NC1=NC2=CC=C(C=C2C=N1)C=1C(=C(C=CC1F)C1CCC2=CC(=CC=C12)S(=O)(=O)N)F